CNCC1=CC(=CC=C1)OC(F)(F)F N-methyl-1-(3-(trifluoromethoxy)phenyl)methanamine